NC=1C=CC(=C2CN(C(C12)=O)CC(C(=O)N)=C)C1=CC(=CC=C1)C=1C=NNC1 2-[[7-amino-1-oxo-4-[3-(1H-pyrazol-4-yl)phenyl]isoindolin-2-yl]methyl]prop-2-enamide